FC(OC[C@H](N)C1=CC(=CC=C1)OC(F)(F)F)F (R)-2-(difluoromethoxy)-1-(3-(trifluoromethoxy)phenyl)ethan-1-amine